1-(((2,2-difluoro-1-hydroxy-7-(trifluoromethylsulfanyl)-2,3-dihydro-1H-inden-4-yl)oxy)methyl)cyclobutane-1-carbonitrile FC1(C(C2=C(C=CC(=C2C1)OCC1(CCC1)C#N)SC(F)(F)F)O)F